5,7-dihydroxy-2-(4-hydroxyphenyl)chromen-4-one OC1=C2C(C=C(OC2=CC(=C1)O)C1=CC=C(C=C1)O)=O